N-(5-(6-(4-methylpiperazin-1-yl)-1H-benzo[d]imidazol-2-yl)-6-oxo-6,7-dihydrothieno[2,3-b]pyridin-4-yl)acetamide CN1CCN(CC1)C=1C=CC2=C(NC(=N2)C2=C(C3=C(NC2=O)SC=C3)NC(C)=O)C1